6,9-difluoro-11,17-dihydroxy-10,13,16-trimethyl-3-oxo-6,7,8,9,10,11,12,13,14,15,16,17-dodecahydro-3H-cyclopenta[a]phenanthrene FC1C2=CC(C=CC2(C2(C(CC3(C(C(CC3C2C1)C)O)C)O)F)C)=O